CN1C[C@@H](C[C@H](C1)C)N1N=C2C=C(C=CC2=C1)[C@@H]1N(C[C@H](CC1)C)C(=O)OC(C)(C)C |r| Racemic-(2R,5S)-tert-butyl 2-(2-(rac-(3R,5R)-1,5-dimethylpiperidin-3-yl)-2H-indazol-6-yl)-5-methylpiperidine-1-carboxylate